ClC(C(C1=CC=CC=C1)CC(=O)O)(Cl)Cl.C(CCC)OC(C=C)=O.C(=C)P(O)(O)=O vinyl-phosphonic acid butyl-acrylate 2,2,2-trichloro-1-phenylethyl-acetate